2-(4-(7-fluoro-1-methyl-2,3-dioxo-2,3-dihydropyrido[2,3-b]pyrazin-4(1H)-yl)piperidine-1-yl)-N-propylpyrimidine-5-sulfonamide FC1=CC2=C(N(C(C(N2C)=O)=O)C2CCN(CC2)C2=NC=C(C=N2)S(=O)(=O)NCCC)N=C1